2-(1H-benzimidazol-1-yl)ethylamine N1(C=NC2=C1C=CC=C2)CCN